methyl-[5-(N-methyl-N-phenylamino)-2,4-pentadienyl]phenylammonium chloride [Cl-].C[NH+](C1=CC=CC=C1)CC=CC=CN(C1=CC=CC=C1)C